(3,4-methylenedioxyphenyl)-1-(4-(methoxycarbamoyl)benzyl)-1H-indole-3-carboxamide C1OC=2C=C(C=CC2O1)C=1N(C2=CC=CC=C2C1C(=O)N)CC1=CC=C(C=C1)C(NOC)=O